C(C)(=O)C=1C(=NC(=CC1)N1C=NC2=C1C=CC(=C2)NC=2OC(=NN2)C)N2N=C(C=C2C)C#N 1-[3-acetyl-6-[5-[(5-methyl-1,3,4-oxadiazol-2-yl)amino]benzimidazol-1-yl]-2-pyridinyl]-5-methyl-pyrazole-3-carbonitrile